BrC1=NN2C(C(=NC=C2F)N2CC(C(C2)(C)C)(F)F)=C1 2-bromo-4-(3,3-difluoro-4,4-dimethyl-pyrrolidin-1-yl)-7-fluoro-pyrazolo[1,5-a]pyrazine